rac-(1R,6S)-2-((7-((2-cyano-[1,1'-biphenyl]-3-yl)methoxy)-5-methoxy-2,3-dihydro-1H-inden-4-yl)methyl)-2-azabicyclo[4.1.0]heptane-1-carboxylic acid C(#N)C1=C(C=CC=C1COC=1C=C(C(=C2CCCC12)CN1[C@@]2(C[C@@H]2CCC1)C(=O)O)OC)C1=CC=CC=C1 |r|